Trans-Decanal C(CCCCCCCCC)=O